N[C@H](C)C1=CC=C(C=C1)B(O)O (R)-(4-(1-aminoethyl)phenyl)boronic acid